N=S1(CCN(CC1)C(=O)[O-])=O 1-Imino-1-oxothiomorpholine-4-carboxylate